N-(2-(1,2-dihydroxyethyl)pyridin-4-yl)-4,5-dimethyltetrahydrofuran-2-carboxamide OC(CO)C1=NC=CC(=C1)NC(=O)C1OC(C(C1)C)C